C(C)(C)(C)OC(=O)N[C@H](C(=O)OCC)CC1=CC(=C(C=C1)C=O)OS(=O)(=O)C(F)(F)F ethyl (S)-2-[(tert-butoxycarbonyl)amino]-3-[4-formyl-3-(trifluoromethanesulfonyloxy)phenyl]propanoate